(R)-4-(4-methylpiperazin-1-yl)-3-(4-methylphenyl)-N-((R)-1-(2-(trifluoromethyl)pyrimidin-5-yl)ethyl)-4,5-dihydro-1H-pyrazole-1-carboxamide CN1CCN(CC1)[C@H]1C(=NN(C1)C(=O)N[C@H](C)C=1C=NC(=NC1)C(F)(F)F)C1=CC=C(C=C1)C